(R)-1-(4-fluorophenyl)-3,4-dihydroisoquinolin FC1=CC=C(C=C1)C1=NCCC2=CC=CC=C12